N-tetradecyl-N,N-diethyl-N-benzyl-ammonium chloride [Cl-].C(CCCCCCCCCCCCC)[N+](CC1=CC=CC=C1)(CC)CC